COC=1C=C2CCN3[C@@H](C2=CC1OC)CC[C@H](C3)CC(C)C (2R,3S,11bR)-9,10-dimethoxy-3-(2-methylpropyl)-1H,2H,3H,4H,6H,7H,11bH-pyrido[2,1-a]isoquinolin